CC1=C(C=CC(=C1)C)C=1C=C2C=NN(C(C2=CC1)=O)CC 6-(2,4-dimethylphenyl)-2-ethylphthalazin-1(2H)-one